C(C)(C)N1N=C(C(=C1C)O)C1=CC=C(C=C1)C=1C=NC=CC1 1-isopropyl-3-(4-(pyridin-3-yl)phenyl)-5-methyl-pyrazol-4-ol